C(CCCCCCC)C(C(=O)OCCCCCC(=O)O)CCCCCCCC 6-((2-octyldecanoyl)oxy)hexanoic acid